CC(=O)N[C@@H]1[C@H]([C@@H]([C@H](O[C@@H]1O[C@@H]2[C@H]([C@@H]([C@H](O[C@H]2O)CO)O)O)CO)O)O The molecule is an amino disaccharide consisting of 2-acetamido-2-deoxy-alpha-D-glucopyranose and beta-D-glucopyranose residues joined in sequence by a (1->2) glycosidic linkage. It is an amino disaccharide and a member of acetamides. It derives from a beta-D-glucose and a N-acetyl-alpha-D-glucosamine.